ethyl 2-(2-((5-(3-(aminomethyl)phenyl)-2-methylbenzofuran-3-yl)methoxy)-4-ethylphenyl)acetate NCC=1C=C(C=CC1)C=1C=CC2=C(C(=C(O2)C)COC2=C(C=CC(=C2)CC)CC(=O)OCC)C1